2-aminobenzo[d]thiazole-5-sulfonyl chloride NC=1SC2=C(N1)C=C(C=C2)S(=O)(=O)Cl